FC=1C=CC=2N(C(C(=CN2)N2CCOCC2)=O)C1 7-fluoro-3-morpholino-4H-pyrido[1,2-a]pyrimidin-4-one